C1(CC1)C=1N=NN(C1)[C@H](C(=O)N1[C@@H](C[C@H](C1)O)C(=O)NC(CC1=CN(C2=CC=C(C=C12)F)C)C)C(C)(C)C (2S,4R)-1-[(2S)-2-(4-cyclopropyltriazol-1-yl)-3,3-dimethyl-butanoyl]-N-[2-(5-fluoro-1-methyl-indol-3-yl)-1-methyl-ethyl]-4-hydroxy-pyrrolidine-2-carboxamide